2,6-difluoro-4-formyl-benzonitrile FC1=C(C#N)C(=CC(=C1)C=O)F